2-(2-fluoro-3-chlorophenyl)-3-((2,6-dimethylphenyl)aminocarbonyl)-9-hydroxy-1,8-dioxo-1,3,4,8-tetrahydro-2H-pyrido[1,2-a]pyrazine-7-carboxylic acid FC1=C(C=CC=C1Cl)N1C(C=2N(CC1C(=O)NC1=C(C=CC=C1C)C)C=C(C(C2O)=O)C(=O)O)=O